2-(4-{[(3R)-1-methylpiperidin-3-yl]amino}phthalazin-1-yl)-5-(2H-1,2,3-triazol-2-yl)phenol CN1C[C@@H](CCC1)NC1=NN=C(C2=CC=CC=C12)C1=C(C=C(C=C1)N1N=CC=N1)O